t-octylperoxy-2-ethylhexyl monocarbonate C(OC(C(CCCC)CC)OOC(C)(C)CC(C)(C)C)([O-])=O